Cl.C1NCC2=CC(=CC=C12)OCCN1CCOCC1 4-(2-(Isoindolin-5-yloxy)ethyl)morpholine hydrochloride